N-(3-(6-(4-(1-oxa-4,9-diazaspiro[5.5]undec-9-ylmethyl)phenyl)-7H-pyrrolo[2,3-d]pyrimidin-4-yl)-5-fluoro-2-methylphenyl)-2-fluoro-4-(2-hydroxypropan-2-yl)benzamide trifluoroacetate FC(C(=O)O)(F)F.O1CCNCC12CCN(CC2)CC2=CC=C(C=C2)C2=CC1=C(N=CN=C1C=1C(=C(C=C(C1)F)NC(C1=C(C=C(C=C1)C(C)(C)O)F)=O)C)N2